3-(4-methoxyphenyl)bicyclo[1.1.1]pentane-1-carboxylic acid COC1=CC=C(C=C1)C12CC(C1)(C2)C(=O)O